N-[9-[(2R,6S)-6-(hydroxymethyl)-6-(triisopropylsilyloxymethyl)morpholin-2-yl]-6-oxo-1H-purin-2-yl]-2-methyl-propanamide OC[C@]1(O[C@H](CNC1)N1C=2N=C(NC(C2N=C1)=O)NC(C(C)C)=O)CO[Si](C(C)C)(C(C)C)C(C)C